C1=CC=CC=2C3=CC=CC=C3C(C12)COC(=O)N[C@H](C(=O)N[C@H](C(=O)NC=1C=CC(=C(C1)S(=O)(=O)[O-])CO)CCCNC(=O)N)C(C)C.[Na+] sodium 5-[[(2S)-2-[[(2S)-2-(9H-fluoren-9-ylmethoxycarbonylamino)-3-methyl-butanoyl]amino]-5-ureido-pentanoyl]amino]-2-(hydroxymethyl)benzenesulfonate